ClC1=C([C@H](C#N)O)C=CC=C1 (R)-o-chloromandelonitrile